(2S)-4-(4-carbamoylthiazol-2-ylthio)-N-{[4-(3,4-dichlorobenzyl)morpholin-2-yl]methyl}butylamide hydrochloride Cl.C(N)(=O)C=1N=C(SC1)SCCCC[N-]C[C@H]1CN(CCO1)CC1=CC(=C(C=C1)Cl)Cl